2-hydroxy-4-oxo-4H-pyrido[1,2-a]pyrimidine-3-carboxamide OC=1N=C2N(C(C1C(=O)N)=O)C=CC=C2